cis-tert-butyl (3-aminocyclohexyl)carbamate N[C@H]1C[C@H](CCC1)NC(OC(C)(C)C)=O